4-imidazo[1,2-a]pyridin-7-yl-7-[[5-(4-methylpiperazin-1-yl)-2-pyridyl]amino]isoindolin-1-one N=1C=CN2C1C=C(C=C2)C2=C1CNC(C1=C(C=C2)NC2=NC=C(C=C2)N2CCN(CC2)C)=O